O=C1CCCC12CCN(C2)C(=O)OC(C)(C)C tert-butyl 9-oxo-2-azaspiro[4.4]nonane-2-carboxylate